(R)-2-(((benzyloxy)carbonyl)amino)-3-(3-bromo-5-(1,3,5-trimethyl-1H-pyrazol-4-yl)benzamido)propanoate C(C1=CC=CC=C1)OC(=O)N[C@@H](C(=O)[O-])CNC(C1=CC(=CC(=C1)C=1C(=NN(C1C)C)C)Br)=O